C(C)(C1=CC(=C(C(=C1)COC)O)COC)(C1=CC(=C(C(=C1)COC)O)COC)C1=CC(=C(C(=C1)COC)O)COC 4,4',4''-(ethane-1,1,1-triyl)tri(2,6-bis(methoxymethyl)phenol)